OC1=CC(=CC=2C(C3=CC=CC(=C3C(C12)=O)O)=O)CO 1,8-dihydroxy-3-(hydroxymethyl)-anthracene-9,10-dione